C(C)(C)(C)OC(=O)N1CC(C1)(O)C(NC(CCCO)C1=CC(=CC(=C1)F)F)=O 3-((1-(3,5-Difluorophenyl)-4-hydroxybutyl)carbamoyl)-3-hydroxyazetidine-1-carboxylic acid tert-butyl ester